ClC1=NC(=NC=C1C(F)(F)F)N[C@@H]1[C@@H](CN(CC1)S(=O)(=O)C)F 4-chloro-N-((3r,4s)-3-fluoro-1-(methylsulfonyl)piperidin-4-yl)-5-(trifluoromethyl)pyrimidin-2-amine